ClC=1C=C(C=CC1)CCN1CC(C(C1)C)COC1=CC=C(C=C1)S(=O)(=O)CCOC 1-[2-(3-chlorophenyl)ethyl]-3-{[4-(2-methoxyethylsulfonyl)phenoxy]methyl}-4-methylpyrrolidine